C(C)OC(C)=O.C1(CCC2=CC=CC=C12)NC(\C=C\C=1C=CC2=C(NN=N2)C1F)=O (E)-N-(2,3-dihydro-1H-inden-1-yl)-3-(7-fluoro-1H-benzo[d][1,2,3]triazol-6-yl)acrylamide ethyl-acetate